NC1=CC=C(C=N1)C1CN(C1)C(=O)NCC=1SC(=CC1)C1=CC(=CC=C1)[C@@H](C)NC(C1=C(C=CC(=C1)OC1CNC1)C)=O (R)-3-(6-aminopyridin-3-yl)-N-((5-(3-(1-(5-(azetidin-3-yloxy)-2-methylbenzamido)ethyl)phenyl)thiophen-2-yl)methyl)azetidine-1-carboxamide